O=S1(CCN(CC1)CCCNC(C1=CC=C(C=C1)C1=NC=CC2=C1C=CN2)=O)=O N-[3-(1,1-dioxidothiomorpholino)propyl]-4-(1H-pyrrolo[3,2-c]pyridin-4-yl)benzamide